The molecule is a phosphatidylcholine 36:0 in which the acyl groups specified at positions 1 and 2 are docosanoyl and tetradecanoyl respectively. It is a phosphatidylcholine 36:0 and a tetradecanoate ester. It derives from a docosanoic acid. CCCCCCCCCCCCCCCCCCCCCC(=O)OC[C@H](COP(=O)([O-])OCC[N+](C)(C)C)OC(=O)CCCCCCCCCCCCC